1,11-bismaleimidotetraethylene glycol C1(C=CC(N1C(COCCOCCOCC(N1C(C=CC1=O)=O)O)O)=O)=O